CC1=CN=C(N=N1)N[C@@H]1C[C@H](CC1)NC1=CC=C(C=N1)C1=C(C#N)C=CC=C1 2-(6-(((1S,3S)-3-((6-Methyl-1,2,4-triazin-3-yl)amino)cyclopentyl)amino)pyridin-3-yl)benzonitrile